O=C1NCC2=CC=CC=C12 3-oxo-2,3-dihydro-1H-isoindole